COC=1C=C(C=NC1OC1CCNCC1)N 5-methoxy-6-(piperidin-4-yloxy)pyridin-3-amine